OCCCCCCCCCCC=1C(C(=C(C(C1C)=O)OC)OC)=O (10-Hydroxydecyl)-5,6-dimethoxy-3-methyl-cyclohexane-2,5-diene-1,4-dione